C(CCCCCCC)NC(CC)=O 1-N-octyl-propionamide